BrC=1C=C(C=CC1F)N1C(=NOC1=O)C1=NON=C1NCCBr 4-(3-bromo-4-fluorophenyl)-3-(4-((2-bromoethyl)amino)-1,2,5-oxadiazol-3-yl)-1,2,4-oxadiazol-5(4H)-one